C(C)(C)(C)NC(=O)N1CC2=C(C=C(C=C2CC1)C=1C=C2C(=NC1)NC=C2C)[C@H]2N(CCC2)C(=O)OC(C)(C)C tert-butyl (S)-2-(2-tert-butylcarbamoyl-6-(3-methyl-1H-pyrrolo[2,3-b]pyridin-5-yl)-1,2,3,4-tetrahydroisoquinolin-8-yl)pyrrolidine-1-carboxylate